2-(6-{5-chloro-2-[(oxacyclohex-4-yl)amino]pyrimidin-4-yl}-1-oxo-2,3-dihydro-1H-isoindol-2-yl)-N-[1-(2,6-difluorophenyl)ethyl]acetamide ClC=1C(=NC(=NC1)NC1CCOCC1)C1=CC=C2CN(C(C2=C1)=O)CC(=O)NC(C)C1=C(C=CC=C1F)F